((((3S,4S)-1-((2-(dimethylamino)ethoxy)carbonyl)pyrrolidine-3,4-diyl)bis(oxy))bis(2-oxoethane-2,1-diyl))bis(propane-2,1,3-triyl) tetranonanoate C(CCCCCCCC)(=O)OCC(COC(CCCCCCCC)=O)CC(=O)O[C@H]1CN(C[C@@H]1OC(CC(COC(CCCCCCCC)=O)COC(CCCCCCCC)=O)=O)C(=O)OCCN(C)C